3-(4-((5-cyclopropyl-3-(2,6-dichlorophenyl)isoxazol-4-yl)methoxy)piperidin-1-yl)-1-((2-(trimethylsilyl)ethoxy)methyl)-1H-1,2,4-triazole-5-carbonitrile C1(CC1)C1=C(C(=NO1)C1=C(C=CC=C1Cl)Cl)COC1CCN(CC1)C1=NN(C(=N1)C#N)COCC[Si](C)(C)C